2-monohydroxyethylterephthalate OCCC1=C(C(=O)[O-])C=CC(=C1)C(=O)[O-]